OC1=C(C(=CC(=C1)C)C)C1=CC=C2C(=CC(=NC2=N1)[C@H]1CN(CCC1)C)C(=O)N(C)C |o1:19| 7-(2-hydroxy-4,6-dimethyl-phenyl)-N,N-dimethyl-2-[rel-(3R)-1-methyl-3-piperidyl]-1,8-naphthyridine-4-carboxamide